C(C1=CC=CC=C1)OC(CCCC(=O)NC1=C2N=CN(C2=NC=N1)C[C@@H](C)OCP(=O)(NC(C(OCCCCCC)=O)(C)C)NC(C(=O)OCCCCCC)(C)C)=O.C1(=CC=CC=C1)C(=O)C1=CC=C(C=C1)SCCCCCCCCCCS phenyl-[4-(10-mercaptodecylthio)phenyl]methanone benzyl-5-[[9-[(2R)-2-[bis[(2-hexoxy-1,1-dimethyl-2-oxo-ethyl)amino]phosphorylmethoxy]propyl]purin-6-yl]amino]-5-oxo-pentanoate